(S)-5-((2-oxa-6-azaspiro[3.3]heptan-6-yl)methyl)-N-(4-((4-(4-aminopyrimidin-2-yl)-1,3-dimethyl-1H-pyrazol-5-yl)oxy)butan-2-yl)-6'-chloro-3-fluoro-[2,3'-bipyridin]-4'-amine C1OCC12CN(C2)CC=2C=C(C(=NC2)C=2C=NC(=CC2N[C@@H](C)CCOC2=C(C(=NN2C)C)C2=NC=CC(=N2)N)Cl)F